FC(CN1C=NC2=C1C=C(C=C2F)C=2C=CN1N=C(N=C(C12)OC)NC1CCN(CC1)C1COC1)F 5-(1-(2,2-difluoroethyl)-4-fluoro-1H-benzo[d]imidazol-6-yl)-4-methoxy-N-(1-(oxetan-3-yl)piperidin-4-yl)pyrrolo[2,1-f][1,2,4]triazin-2-amine